CC=1C=C2C(NC=3C=CC=CC3C2=CC1)=S 8-methylphenanthridine-6(5H)-thione